(R)-2-amino-2-(1-(2-(4-chloro-[1,1'-biphenyl]-2-yl)ethyl)piperidin-4-yl)-1-(4-(2-(ethylsulfanyl)-4-fluorobenzyl)piperazin-1-yl)ethan-1-one N[C@@H](C(=O)N1CCN(CC1)CC1=C(C=C(C=C1)F)SCC)C1CCN(CC1)CCC1=C(C=CC(=C1)Cl)C1=CC=CC=C1